C(C)(=O)OC1(COC1)C1=CC(=C(C=C1)CCl)OC 3-(4-(chloromethyl)-3-methoxyphenyl)oxetan-3-yl acetate